(cyclopropylmethyl)-N-(1-methylcyclopropyl)-3-(5-methyl-1,3,4-thiadiazol-2-yl)-2-oxo-benzimidazole-5-sulfonamide C1(CC1)CC1=C(C=CC=2NC(N(C21)C=2SC(=NN2)C)=O)S(=O)(=O)NC2(CC2)C